C(C)C=1N(C=2N(C(C1N1CCN(CC1)C(C1=NC=CC=C1O)=O)=O)N=C(N2)C2=CCC(CC2)OC)CC(=O)NC=2C(=NC(=CC2)C(F)(F)F)C (5-ethyl-6-(4-(3-hydroxypicolinoyl)piperazin-1-yl)-2-(4-methoxycyclohex-1-en-1-yl)-7-oxo-[1,2,4]triazolo[1,5-a]pyrimidin-4(7H)-yl)-N-(2-methyl-6-(trifluoromethyl)pyridin-3-yl)acetamide